ClC[C@H](COC1=C(C=C(C=C1Cl)C(C)(C)C1=CC=C(C=C1)OC[C@@H](COC(C)C)O)Cl)O (S)-1-chloro-3-(2,6-dichloro-4-(2-(4-((R)-2-hydroxy-3-isopropoxypropoxy)phenyl)propan-2-yl)phenoxy)propan-2-ol